ClC=1C=C2C=C(C(NC2=CC1)=O)[C@H](C)NC=1N=CC2=C(N1)N(C(C=C2)=O)[C@@H](C)C(C)C 2-{[(1S)-1-(6-chloro-2-oxo-1,2-dihydroquinolin-3-yl)ethyl]amino}-8-[(2S)-3-methylbutan-2-yl]pyrido[2,3-d]pyrimidin-7(8H)-one